CC1(OB(OC1(C)C)CCC[C@@H]1[C@H](N(CC1)C(=O)OCC1=CC=CC=C1)C(=O)OC)C 1-benzyl 2-methyl (2S,3S)-3-(3-(4,4,5,5-tetramethyl-1,3,2-dioxaborolan-2-yl)propyl)pyrrolidine-1,2-dicarboxylate